tert-butyl (4,4,4-trifluoro-1-oxobutan-2-yl)carbamate FC(CC(C=O)NC(OC(C)(C)C)=O)(F)F